OC[C@H]1O[C@H](C(C1O)OC)N1C2=NC=NC(=C2N=C1)NC (2R,5R)-2-(hydroxymethyl)-4-methoxy-5-[6-(methylamino)purin-9-yl]tetrahydrofuran-3-ol